The molecule is a monocarboxylic acid that is acrylic acid substituted by a phosphonooxy group at position 2. It is a metabolic intermediate in pathways like glycolysis and gluconeogenesis. It has a role as a fundamental metabolite. It is a monocarboxylic acid and a carboxyalkyl phosphate. It derives from an acrylic acid. It is a conjugate acid of a phosphonatoenolpyruvate and a phosphoenolpyruvate. C=C(C(=O)O)OP(=O)(O)O